C(#C)[C@H]1N(CCC(C1)=O)C(=O)OC(C)(C)C tert-butyl (S)-2-ethynyl-4-oxopiperidine-1-carboxylate